[18O]=[18O+][18O-] ozone-18O3